BrC1=NC=CC(=C1F)CN1CC(C1)O 1-((2-bromo-3-fluoropyridin-4-yl)methyl)azetidin-3-ol